1,3-bis(trimethylsilyl)xanthine C[Si](N1C(=O)N(C=2N=CNC2C1=O)[Si](C)(C)C)(C)C